N,N'-bis(2,2,6,6-tetramethyl-4-piperidyl)hexane-1,6-diamine CC1(NC(CC(C1)NCCCCCCNC1CC(NC(C1)(C)C)(C)C)(C)C)C